ClC=1C=C(C=C2C(N(/C(/NC12)=N/OC)CC=1C=NN(C1)C)=O)S(=O)(=O)NC1(CC1)C (2E)-8-chloro-2-methoxyimino-N-(1-methylcyclopropyl)-3-[(1-methylpyrazol-4-yl)methyl]-4-oxo-1H-quinazoline-6-sulfonamide